C(#N)C1(CN(C1)C(=O)OC(C)(C)C)CC1=C(C=C(C=C1)F)I tert-butyl 3-cyano-3-[(4-fluoro-2-iodo-phenyl)methyl]azetidine-1-carboxylate